4-{(S)-2-(4-tert-butylthiazol-2-yl)-2-[(S)-2-(methoxycarbonylamino)-3-phenylpropionylamino]ethyl}phenylaminosulfonic acid C(C)(C)(C)C=1N=C(SC1)[C@H](CC1=CC=C(C=C1)NS(=O)(=O)O)NC([C@H](CC1=CC=CC=C1)NC(=O)OC)=O